ClC1=CC=C(C=C1)C(N1CCN(CC1)CC=1C=C(C=CC1C(F)(F)F)N(CCN(CCC)C)C)C1=CC=C(C=C1)Cl N1-(3-((4-(bis(4-chlorophenyl)methyl)piperazin-1-yl)methyl)-4-(trifluoromethyl)phenyl)-N1,N2-dimethyl-N2-propylethan-1,2-diamine